FC=1C(=C(C=CC1F)[C@H]1[C@@H](O[C@@]2(CC[C@]12C)C(F)(F)F)C(=O)NC1=CC(=C(C=C1)F)S(NC=1N=CSC1)(=O)=O)OC |o1:8,9,11,14| rel-(1R,3R,4S,5R)-4-(3,4-difluoro-2-methoxyphenyl)-N-(4-fluoro-3-(N-(thiazol-4-yl)sulfamoyl)phenyl)-5-methyl-1-trifluoromethyl-2-oxabicyclo[3.2.0]heptane-3-carboxamide